FC(COC=1C(=NC(=NC1OC)NS(=O)(=O)C1=CNC2=NC(=CC=C21)C)OC)F N-[5-(2,2-difluoroethoxy)-4,6-dimethoxy-pyrimidin-2-yl]-6-methyl-1H-pyrrolo[2,3-b]pyridine-3-sulfonamide